4-cyclobutoxy-2-methoxypyridin-3-amine C1(CCC1)OC1=C(C(=NC=C1)OC)N